COC(=O)C=1[C@H](OC2=C(C1)C=C(C=C2C([2H])([2H])O)Br)C(F)(F)F (S)-6-bromo-8-(hydroxymethyl-d2)-2-trifluoromethyl-2H-benzopyran-3-carboxylic acid methyl ester